2'-chloro-5'-methoxy-N-{5-methoxy-[1,3]thiazolo[5,4-d]pyrimidin-2-yl}-6-methyl-[4,4'-bipyridine]-3-carboxamide ClC1=NC=C(C(=C1)C1=C(C=NC(=C1)C)C(=O)NC=1SC=2N=C(N=CC2N1)OC)OC